tert-Butyl ((3S,4S)-8-(5-((5-chloro-3-(2-methoxy-2-methylpropyl)-4-oxo-3,4-dihydroquinazoline-6-yl)thio)pyrazin-2-yl)-3-methyl-2-oxa-8-azaspiro[4.5]decan-4-yl)carbamate ClC1=C2C(N(C=NC2=CC=C1SC=1N=CC(=NC1)N1CCC2([C@@H]([C@@H](OC2)C)NC(OC(C)(C)C)=O)CC1)CC(C)(C)OC)=O